(3-Hydroxypropyl)-5-[(2R)-2-({2-[2-(2,2,2-trifluoroethoxy)phenoxy]ethyl}amino)propyl]-2,3-dihydro-1H-indole-7-carboxamide OCCCN1CCC2=CC(=CC(=C12)C(=O)N)C[C@@H](C)NCCOC1=C(C=CC=C1)OCC(F)(F)F